(S)-4-((benzyloxy)methyl)-2,2-dimethyl-1,3-dioxolane C(C1=CC=CC=C1)OC[C@@H]1OC(OC1)(C)C